ClC=1C=C(NC2=C(C(=O)OC)C=CC=C2)C=CC1OCC[C@H]([C@@H](CCOC1=C(C=C(C=C1)CCC(=O)OC)Cl)O)O methyl 2-[3-chloro-4-[(3R,4R)-6-[2-chloro-4-(3-methoxy-3-oxo-propyl)phenoxy]-3,4-dihydroxy-hexoxy]anilino]benzoate